FC(C=1C=C(C=C(C1)C(F)(F)F)NC(=O)N1CCC(CC1)NC=1C=C(C=C2C=C(NC12)C1=CC=CC=C1)COCCOC)(F)F N-[3,5-bis(trifluoromethyl)phenyl]-4-[[5-(2-methoxyethoxymethyl)-2-phenyl-1H-indol-7-yl]amino]piperidine-1-carboxamide